N,N'-di(1-naphthyl)-N,N'-diphenyl-[1,1'-biphenyl]-4,4'-diamine C1(=CC=CC2=CC=CC=C12)N(C1=CC=C(C=C1)C1=CC=C(C=C1)N(C1=CC=CC=C1)C1=CC=CC2=CC=CC=C12)C1=CC=CC=C1